ClC1=CC(=C(COC2=CC=CC(=N2)N2C[C@@H](N(CC2)C(=O)OC(C)(C)C)C)C=C1)F tert-butyl (S)-4-(6-((4-chloro-2-fluorobenzyl)oxy)pyridin-2-yl)-2-methylpiperazine-1-carboxylate